C(C)C1=CN(C(C2=C(C=C(C=C12)C=1C=C(C=2N(C1)C=C(N2)C)F)F)=O)C2CCN(CC2)C(=O)OC(C)(C)C tert-butyl 4-(4-ethyl-8-fluoro-6-{8-fluoro-2-methylimidazo[1,2-a]pyridin-6-yl}-1-oxoisoquinolin-2-yl)piperidine-1-carboxylate